(4-(pyrrolidin-3-yl)-1H-1,2,3-triazol-1-yl)methyl pivalate C(C(C)(C)C)(=O)OCN1N=NC(=C1)C1CNCC1